ClC1=C(C(=O)O)C=C(C=N1)C1(CC1)C#N 2-chloro-5-(1-cyanocyclopropyl)nicotinic acid